methyl 2-(2-((2S,4R)-1-(2-(3-acetyl-5-(2-methylpyrimidin-5-yl)-1H-indazol-1-yl)acetyl)-4-fluoropyrrolidine-2-carboxamido)-6-bromopyridin-3-yl)acetate C(C)(=O)C1=NN(C2=CC=C(C=C12)C=1C=NC(=NC1)C)CC(=O)N1[C@@H](C[C@H](C1)F)C(=O)NC1=NC(=CC=C1CC(=O)OC)Br